3-(1-bromoethyl)-4-methyl-5-(trifluoromethyl)-1H-pyridazin-6-one BrC(C)C1=NNC(C(=C1C)C(F)(F)F)=O